CC1(OC2=CC(=CC(=C2[C@H]2[C@H]1CCC(=C2)C)OC(C)C)CCCCC)C (6Ar,10aR)-6,6,9-trimethyl-3-pentyl-1-propan-2-yloxy-6a,7,8,10a-tetrahydrobenzo[c]chromene